ethyl-(chloro)aluminium C(C)[Al]Cl